CC1=NC2=CC=CC=C2C=C1C(=O)OC methyl 2-methylquinoline-3-carboxylate